N[C@H](C(=O)O)[C@@H](C)C1=CC(=CC2=CC=CC=C12)C (2S,3S)-2-Amino-3-(3-methylnaphthalen-1-yl)butanoic acid